2,N-dicyclohexyl-2-[2-(2-fluoro-phenyl)-benzimidazol-1-yl]-acetamide C1(CCCCC1)C(C(=O)NC1CCCCC1)N1C(=NC2=C1C=CC=C2)C2=C(C=CC=C2)F